1-(((4-((4-fluoro-2-methyl-1H-indol-5-yl)oxy)-6-methoxyquinolin-7-yl)oxy)methyl)cyclopropylamine hydrochloride Cl.FC1=C2C=C(NC2=CC=C1OC1=CC=NC2=CC(=C(C=C12)OC)OCC1(CC1)N)C